FC1=C(C(=C(C=C1OC)OC)F)C1=CC2=C(N=C(N=C2)N[C@H]2[C@H](COC2)NC(C=C)=O)C(=N1)N1CCC(CC1)OC N-((3R,4S)-4-((6-(2,6-difluoro-3,5-dimethoxyphenyl)-8-(4-methoxypiperidin-1-yl)pyrido[3,4-d]pyrimidin-2-yl)amino)tetrahydrofuran-3-yl)acrylamide